2-Chloro-5-(ethyl-(tetrahydro-2H-pyran-4-yl)amino)-N-((4-methoxy-6-methyl-2-carbonyl-1,2-dihydropyridin-3-yl)methyl)-6-methyl-3-(1-morpholino-2,3-dihydro-1H-inden-5-yl)benzamide ClC1=C(C(=O)NCC=2C(NC(=CC2OC)C)=C=O)C(=C(C=C1C=1C=C2CCC(C2=CC1)N1CCOCC1)N(C1CCOCC1)CC)C